C(=O)(O)C1=C(C=C(C=C1)C(=O)O)C1=C(C(=O)O)C=CC(=C1)C1=C(C=CC(=C1)C(=O)O)C(=O)O 2,4-di(2',5'-dicarboxyphenyl)benzoic acid